4-[5-(2-aminoethyl)pyrimidin-2-yl]-3-[[2-methyl-4-(piperidin-1-ylmethyl)imidazol-1-yl]methyl]benzonitrile NCCC=1C=NC(=NC1)C1=C(C=C(C#N)C=C1)CN1C(=NC(=C1)CN1CCCCC1)C